5-ethyl-5-(1-methylbutyl)-barbituric acid C(C)C1(C(NC(NC1=O)=O)=O)C(CCC)C